(2S,6R)-2-(2-ethoxy-2-oxoethyl)-6-methyl-4-((4-nitrophenyl)sulfonyl)piperazine-1-carboxylic acid benzyl ester C(C1=CC=CC=C1)OC(=O)N1[C@H](CN(C[C@H]1C)S(=O)(=O)C1=CC=C(C=C1)[N+](=O)[O-])CC(=O)OCC